4-Bromo-N-(2-chloro-6-fluorophenyl)-2-{[3,3-difluorobutan-2-yl]oxy}-5-fluorobenzamide BrC1=CC(=C(C(=O)NC2=C(C=CC=C2F)Cl)C=C1F)OC(C)C(C)(F)F